1-methyl-2-oxo-4-{4-[5-(propan-2-yl)-1,3-benzoxazol-2-yl]piperidin-1-yl}-1,2-dihydroquinoline CN1C(C=C(C2=CC=CC=C12)N1CCC(CC1)C=1OC2=C(N1)C=C(C=C2)C(C)C)=O